C(C1=CC=CC=C1)N1CCN(CCN(CCC1)CC=1C(=C(C(=O)NC(CO)O)C=C(C1)C)O)CC=1C(=C(C(=O)NC(CO)O)C=C(C1)C)O 3,3'-[(7-benzyl-1,4,7-triazecane-1,4-diyl)bis(methylene)]bis[N-(1,2-dihydroxyethyl)-2-hydroxy-5-methyl-benzamide]